3,5-difluoro-2-methyl-6-nitroaniline FC=1C(=C(N)C(=C(C1)F)[N+](=O)[O-])C